1,3-dimethyl-5-(4-(4,4,5,5-tetramethyl-1,3,2-dioxaborolan-2-yl)phenyl)-1,3-dihydro-2H-benzo[d]imidazol-2-one CN1C(N(C2=C1C=CC(=C2)C2=CC=C(C=C2)B2OC(C(O2)(C)C)(C)C)C)=O